O=C1NC(CCC1C1=COC2=C1C=C(C=C2)C#CCNC(C2=NC=C(C=C2)C=2N=CC1=C(N2)CCCN1C1=C2C=C(C(N(C2=CC(=C1)C)C)=O)C)=O)=O N-(3-(3-(2,6-dioxopiperidin-3-yl)benzofuran-5-yl)prop-2-yn-1-yl)-5-(5-(1,3,7-trimethyl-2-oxo-1,2-dihydroquinolin-5-yl)-5,6,7,8-tetrahydro-pyrido[3,2-d]pyrimidin-2-yl)picolinamide